3'-(2'-Methyl-4,5-dihydro-1H-imidazol-1-yl)-[1,1']biphenyl-3-carboxylat CC=1N(CCN1)C=1C=C(C=CC1)C1=CC(=CC=C1)C(=O)[O-]